3-ethyl-9-[2-carboxy(3,6-methano-4-methyl-4-cyclohexenyl)]carbonyloxy-anthracene C(C)C=1C=CC2=C(C3=CC=CC=C3C=C2C1)OC(=O)C1C(C2C(=CC1C2)C)C(=O)O